3-(10H-phenothiazin-10-yl)propane-1-sulfonyl chloride C1=CC=CC=2SC3=CC=CC=C3N(C12)CCCS(=O)(=O)Cl